NCC1=CC(=C(C=C1)NC(=O)C1=CC2=C(OCCC3=C2SC=C3)C=C1C=1C(=NC(=CC1)C(NCCC)=O)C(=O)O)OCCCCC 3-(9-((4-(aminomethyl)-2-(pentyloxy)phenyl)carbamoyl)-4,5-dihydrobenzo[b]thieno[2,3-d]oxepin-8-yl)-6-(propylcarbamoyl)picolinic acid